quinoxalinone silicon [Si].N1C(C=NC2=CC=CC=C12)=O